2-oxo-1-phenyl-pyridine O=C1N(C=CC=C1)C1=CC=CC=C1